3-(5-{[(5-chlorothiophen-2-yl)methyl]sulfanyl}-1-(3-methoxy-2,2-dimethylpropanoyl)-4-methyl-1H-pyrazol-3-yl)-1-[(3-hydroxypyrrolidin-1-yl)sulfonyl]-4-methylazetidin-2-one ClC1=CC=C(S1)CSC1=C(C(=NN1C(C(COC)(C)C)=O)C1C(N(C1C)S(=O)(=O)N1CC(CC1)O)=O)C